ethyl 2-(6,7-dihydro-5H-pyrrolo[1,2-c]imidazol-1-yl)-2-(2-(4-(1-methylpiperidin-4-yl)phenyl)-7-oxothieno[2,3-c]pyridin-6(7H)-yl)acetate C1(=C2N(C=N1)CCC2)C(C(=O)OCC)N2C(C1=C(C=C2)C=C(S1)C1=CC=C(C=C1)C1CCN(CC1)C)=O